4-((5-(3-chlorophenyl)-1,3,4-oxadiazol-2-yl)(hydroxy)methyl)piperidine-1-carboxylic acid tert-butyl ester C(C)(C)(C)OC(=O)N1CCC(CC1)C(O)C=1OC(=NN1)C1=CC(=CC=C1)Cl